3-methyl-6-(trifluoromethylsulfinyl)imidazo[4,5-b]Pyridine CN1C=NC=2C1=NC=C(C2)S(=O)C(F)(F)F